ethyl 2-[(3R)-3-[3-(3-bromo-2-methyl-phenoxy)propyl]pyrrolidin-1-yl]acetate BrC=1C(=C(OCCC[C@H]2CN(CC2)CC(=O)OCC)C=CC1)C